C(C)OC1=NC=CC=C1C1=C(C2=C(N=C1)N(N=C2C(C)C)C)NCC2=NN(C=N2)C (2-ethoxy-3-pyridyl)-3-isopropyl-1-methyl-N-[(1-methyl-1,2,4-triazol-3-yl)methyl]pyrazolo[3,4-b]pyridin-4-amine